2-[1-(4-Methoxybenzyl)-6-oxo-5-(trifluoromethyl)-1,6-dihydropyridazin-3-yl]-N-methyl-N-[2-oxo-2-[4-[5-(trifluoromethyl)pyrimidin-2-yl]piperazin-1-yl]ethyl]acetamide COC1=CC=C(CN2N=C(C=C(C2=O)C(F)(F)F)CC(=O)N(CC(N2CCN(CC2)C2=NC=C(C=N2)C(F)(F)F)=O)C)C=C1